F[P-](F)(F)(F)(F)F.[H+] hexafluoro-phosphoric acid